(5-(difluoromethyl)-2-fluorophenyl)boronic acid FC(C=1C=CC(=C(C1)B(O)O)F)F